NC=1C=C(C=C(C1)C(F)(F)F)[C@@H](C)NC1=NC(=NC2=C3C(=C(C=C12)O[C@@H]1COCC1)OC(C3)C)C N-((R)-1-(3-amino-5-(trifluoromethyl)phenyl)ethyl)-2,8-dimethyl-6-(((S)-tetrahydrofuran-3-yl)oxy)-8,9-dihydrofuro[2,3-h]quinazolin-4-amine